BrC=1C=C2CCN(CC2=C(C1)NC)C 6-bromo-N,2-dimethyl-1,2,3,4-tetrahydroisoquinolin-8-amine